(R)-1-(1-acryloylpiperidin-3-yl)-3-(4-phenoxyphenyl)-1H-imidazo[4,5-c]pyridin-2(3H)-one C(C=C)(=O)N1C[C@@H](CCC1)N1C(N(C=2C=NC=CC21)C2=CC=C(C=C2)OC2=CC=CC=C2)=O